tert-butyl 4-(4-(tert-butoxycarbonyl)-3,3-dimethylpiperazin-1-yl)-6-chloro-2,3-dihydro-1H-pyrrolo[2,3-b]pyridine-1-carboxylate C(C)(C)(C)OC(=O)N1C(CN(CC1)C1=C2C(=NC(=C1)Cl)N(CC2)C(=O)OC(C)(C)C)(C)C